O1C(C(C=2C1=CNC2)=O)=O furo[2,3-c]pyrroledione